bis(4-methoxyphenyl)(quinolin-2-yl)phosphine oxide COC1=CC=C(C=C1)P(C1=NC2=CC=CC=C2C=C1)(C1=CC=C(C=C1)OC)=O